COC(=O)C1=CC(=C(C=C1)C1=C(C(=CC=C1)Br)CCO)O 3'-Bromo-2-hydroxy-2'-(2-hydroxyethyl)-[1,1'-biphenyl]-4-carboxylic acid methyl ester